((1s,4s)-4-((5-((7-Oxabicyclo[2.2.1]heptan-2-yl)ethynyl)-2-((2-(1-(cyclopropylsulfonyl)-1H-pyrazol-4-yl)pyrimidin-4-yl)amino)pyridin-4-yl)amino)cyclohexyl)methanol [C@@H]12C(C[C@H](CC1)O2)C#CC=2C(=CC(=NC2)NC2=NC(=NC=C2)C=2C=NN(C2)S(=O)(=O)C2CC2)NC2CCC(CC2)CO